C(C1=CC=CC=C1)(=O)C=1C=C(C=CC1)C(C(=O)[O-])C.C1(CCCCC1)[NH3+] cyclohexylammonium 2-(3-benzoylphenyl)propionic acid salt